C(C)(C)(C)OC(=O)NCC1=C(C=CC=C1)N1CSC=C1 3-(2-(((tert-butoxycarbonyl)amino)methyl)phenyl)thiazole